2-(2-bromo-4-fluorophenyl)-1H-imidazole BrC1=C(C=CC(=C1)F)C=1NC=CN1